NCCC1=CC(=CC=2C3=CC(=CC=C3NC12)Cl)NC1=C(C=C(C=C1)Cl)Cl 1-(2-Aminoethyl)-6-chloro-N-(2,4-dichlorophenyl)-9H-carbazol-3-amine